CC=1N(C(C2=C(N1)N(N=C2)C2=CC=CC=C2)=O)OCCCN2CCCC2 6-methyl-1-phenyl-5-{[3-(tetrahydro-1H-pyrrol-1-yl)propyl]oxy}-4,5-dihydropyrazolo[3,4-d]pyrimidin-4-one